C(C1=CC(=C(C(=C1)C)O)CC1=C(C=CC(=C1)C)O)C1=CC(=C(C(=C1)C)O)CC1=C(C=CC(=C1)C)O 4,4'-methylenebis(2-(2-hydroxy-5-methylbenzyl)-6-methylphenol)